O=C1N(CC2=C(C=CC=C12)N(CCCCC(F)(F)F)C1CCC(CC1)NCC1(CC1)C(F)(F)F)C1C(NC(CC1)=O)=O 3-(1-oxo-4-(((1r,4r)-4-(((1-(trifluoromethyl)cyclopropyl)methyl)amino)cyclohexyl)(5,5,5-trifluoropentyl)amino)isoindolin-2-yl)piperidine-2,6-dione